N-(3-bromo-2-chloro-5-fluorophenyl)-3-fluoropropane-1-sulfonamide BrC=1C(=C(C=C(C1)F)NS(=O)(=O)CCCF)Cl